O(CC)NC1CCC1 oxapropyl-cyclobutylamine